Cl.BrC1=CC=C2C(CN(C2=C1)C(CN1[C@H](CN[C@@H](C1)C)COC)=O)(C)COC 1-[6-Bromo-3-(methoxymethyl)-3-methyl-2,3-dihydro-1H-indol-1-yl]-2-[(2R,5R)-2-(methoxymethyl)-5-methylpiperazin-1-yl]ethan-1-one hydrochloride